N-octanoyl-Aspartic acid C(CCCCCCC)(=O)N[C@@H](CC(=O)O)C(=O)O